CN(C(=O)C1(CC(C1)NC=1N=CC2=C(N1)NC=C2C2=NC=1N(C=C2)N=CC1)C)C (1r,3r)-N,N,1-trimethyl-3-((5-(pyrazolo[1,5-a]pyrimidin-5-yl)-7H-pyrrolo[2,3-d]pyrimidin-2-yl)amino)cyclobutane-1-carboxamide